sodium (S)-3-(3-(2-fluorobenzyl)phenyl)-3-(3-(1-methyl-4-oxido-2-oxo-1,2-dihydropyridin-3-yl) ureido)propanoate FC1=C(CC=2C=C(C=CC2)[C@H](CC(=O)[O-])NC(=O)NC=2C(N(C=CC2[O-])C)=O)C=CC=C1.[Na+].[Na+]